C(C)N(CCOC(=O)C1CCC(CC1)(C1=CC(=C(C=C1)OC)OC1CCCC1)C#N)CC 4-cyano-4-(3-cyclopentyloxy-4-methoxy-phenyl)-cyclohexanecarboxylic acid 2-diethylamino-ethyl ester